3-cyclopropyl-1-((4-methyl-2-oxabicyclo[2.1.1]hexan-1-yl)methyl)-N-(2-(methylsulfonyl)pyridin-4-yl)-4-(trifluoromethyl)-1H-pyrazole-5-carboxamide C1(CC1)C1=NN(C(=C1C(F)(F)F)C(=O)NC1=CC(=NC=C1)S(=O)(=O)C)CC12OCC(C1)(C2)C